ClC=1C(=NC=C(C1)B1OC(C(O1)(C)C)(C)C)OC 3-chloro-2-methoxy-5-(4,4,5,5-tetramethyl-1,3,2-dioxaborolan-2-yl)pyridine